4-(prop-1-en-2-yl)pyridine-2(1H)-one C=C(C)C1=CC(NC=C1)=O